tert-Butyl-(±)-trans-N-[3-(4-fluorophenoxy)phenyl]-4-phenylpyrrolidine-3-carboxamide C(C)(C)(C)N1C[C@H]([C@@H](C1)C1=CC=CC=C1)C(=O)NC1=CC(=CC=C1)OC1=CC=C(C=C1)F |r|